ClC1=CN=C(S1)NC(C(C1=CC=C(C=C1)C1=CC(=NC=C1)F)C1CC(CC1)(F)F)=O rac-N-(5-Chlorothiazol-2-yl)-2-(3,3-difluorocyclopentyl)-2-(4-(2-fluoropyridin-4-yl)phenyl)acetamide